FC1CC(C1)(C1=NC=CC=C1F)CNC1=NC=C(C=N1)C=1C=C(C=CC1O)C(=O)NC {3-[2-({[3-fluoro-1-(3-fluoro(2-pyridyl))cyclobutyl]methyl}amino)pyrimidin-5-yl]-4-hydroxyphenyl}-N-methylcarboxamide